(trimethylsiloxy)tin C[Si](O[Sn])(C)C